C(C=C)(=O)N1C[C@@H](CC1)N1C(N(C=2C=NC=CC21)C2=CC=C(C=C2)OC2=CC(=CC=C2)OCC)=O (R)-1-(1-acryloylpyrrolidin-3-yl)-3-(4-(3-ethoxyphenoxy)phenyl)-1H-imidazo[4,5-c]pyridin-2(3H)-one